C(C)(C)(C)OC(=O)N1C(=CC=2C1=CN=CC2NC2=CC(=C(C=C2)F)Cl)C(=O)OC Methyl 1-tert-butoxycarbonyl-4-((3-chloro-4-fluorophenyl) amino)-1H-pyrrolo[2,3-c]pyridine-2-carboxylate